OC1=C(C=C(C=C1C(C)(C)C)C(C)(C)C)N1N=C2C(=N1)C=CC=C2 2-(2'-hydroxy-3,5-di-t-butylphenyl)benzotriazole